C(C1=CC=CC=C1)SC=CC1=CC=CC=C1 benzyl(styryl)sulfane